C(CCC)OC(=O)N1C[C@H]([C@H](C1)N)N |o1:9,10| (3R,4S)-rel-3,4-diaminopyrrolidine-1-carboxylic acid Butyl ester